3-(6-chloro-2-methoxypyridin-3-yl)-6-(7,8-dimethyl-[1,2,4]triazolo[4,3-b]pyridazin-6-yl)-5,6,7,8-tetrahydro-1,6-naphthyridine ClC1=CC=C(C(=N1)OC)C=1C=NC=2CCN(CC2C1)C=1C(=C(C=2N(N1)C=NN2)C)C